bis(3-chlorophenyl)((1S)-2-nitro-6-phenyl-1,2-dihydrobenzo[5,6]phenanthro[3,4-b]furan-1-yl)phosphine oxide ClC=1C=C(C=CC1)P([C@H]1C2=C(OC1[N+](=O)[O-])C=CC=1C(=CC=3C=CC4=C(C3C12)C=CC=C4)C4=CC=CC=C4)(C4=CC(=CC=C4)Cl)=O